1-(Chloromethyl)-6-((cyclopropanecarbonyl)imino)-4-((2-methoxy-3-(2-methyl-2H-tetrazol-5-yl)phenyl)amino)-N-(methyl-d3)-1,6-dihydropyridine-3-carboxamide ClCN1C=C(C(=CC1=NC(=O)C1CC1)NC1=C(C(=CC=C1)C=1N=NN(N1)C)OC)C(=O)NC([2H])([2H])[2H]